N-cyclopropyl-2-(difluoromethoxy)-4-[7-(1,1-dimethyl-2-pyrrolidin-1-yl-ethyl)imidazo[1,2-a]pyridin-3-yl]-6-methoxy-benzamide C1(CC1)NC(C1=C(C=C(C=C1OC)C1=CN=C2N1C=CC(=C2)C(CN2CCCC2)(C)C)OC(F)F)=O